N[C@H]1[C@@H]2N(C[C@H]1CC2)C=2N(C(C1=C(N2)NC=C1C1=C(C2=C(N(N=C2C=C1)C)Cl)F)=O)C 2-((1R,4R,7R)-7-amino-2-aza-bicyclo[2.2.1]heptan-2-yl)-5-(3-chloro-4-fluoro-2-methyl-2H-indazol-5-yl)-3-methyl-3,7-dihydro-4H-pyrrolo[2,3-d]pyrimidin-4-one